FC(OC1=NC(=NC(=C1)OC)N)F [4-(difluoromethoxy)-6-methoxy-pyrimidin-2-yl]amine